2-(4-(((6-(4,4-difluoro-2-(4-(trifluoromethyl)phenyl)pyrrolidin-1-yl)-5-fluoropyrimidin-4-yl)amino)methyl)-3,3-difluoropiperidin-1-yl)acetamide FC1(CC(N(C1)C1=C(C(=NC=N1)NCC1C(CN(CC1)CC(=O)N)(F)F)F)C1=CC=C(C=C1)C(F)(F)F)F